CN1N=CC(=C1)C(=O)NC1=CC2=C(C=N1)C=C(N2)C2=CN=CN2C 1-methyl-N-(2-(1-methyl-1H-imidazol-5-yl)-1H-pyrrolo[3,2-c]pyridin-6-yl)-1H-pyrazole-4-carboxamide